N[C@@H](C)C=1N(C(C2=C(C=CC=C2C1)NCC1=CC=C(C=C1)OC)=O)C1=CC=CC=C1 (S)-3-(1-aminoethyl)-8-((4-methoxybenzyl)amino)-2-phenylisoquinolin-1(2H)-one